1-[9-(1,3-Benzodioxol-5-yl)-1-oxo-2,8-nonadienyl]piperidine O1COC2=C1C=CC(=C2)C=CCCCCC=CC(=O)N2CCCCC2